C(C)C(C(C)C)(CC(CCCCCCCCCCC)C)O 3-ethyl-2,5-dimethyl-hexadecan-3-ol